OC=1C=C(C=CC1)SCP(OCC)(OCC)=O Diethyl (3-hydroxyphenylthio)methylphosphonate